[Mn].[Ni].[Cu](O)O copper hydroxide nickel manganese